[Na+].COCCCS(=O)(=O)[O-] 3-methoxypropane-1-sulfonic acid sodium salt